[Cu].C1=CC=CC=2C3=CC=CC=C3C(C12)COC(=O)NCCCC[C@H](N)C(=O)O N6-[(9H-fluoren-9-ylmethoxy)-carbonyl]-L-lysine copper